CC1OCCC(C1(C)C)(O)C 2,3,3,4-tetramethyltetrahydro-2H-pyran-4-ol